tert-butyl (3S)-3-[4-[(4,5-dichloro-2-hydroxyphenyl)[(2-methylpropane-2-sulfinyl) amino]methyl]piperidine-1-carbonyl]pyrrolidine-1-carboxylate ClC1=CC(=C(C=C1Cl)C(C1CCN(CC1)C(=O)[C@@H]1CN(CC1)C(=O)OC(C)(C)C)NS(=O)C(C)(C)C)O